COC1=C(C(=CC(=C1)OC)N)C(C=CC1=CC=C(C=C1)O)=O 1-(2,4-Dimethoxy-6-aminophenyl)-3-(4-hydroxyphenyl)-prop-2-en-1-one